(R)-N-(3,3-Difluoro-1-methylpiperidin-4-yl)-5-(3-isopropyl-2-methyl-3H-imidazo[4,5-b]pyridin-5-yl)pyrrolo[2,1-f][1,2,4]triazin-2-amine FC1(CN(CC[C@H]1NC1=NN2C(C=N1)=C(C=C2)C2=CC=C1C(=N2)N(C(=N1)C)C(C)C)C)F